N-(5-(6-(2-bromo-4-(trifluoromethyl)phenyl)-1-oxo-3,4-dihydroisoquinolin-2(1H)-yl)-2-hydroxyphenyl)cyclopropanesulfonamide BrC1=C(C=CC(=C1)C(F)(F)F)C=1C=C2CCN(C(C2=CC1)=O)C=1C=CC(=C(C1)NS(=O)(=O)C1CC1)O